C(CCCCCC)OC1=CC=C(C=C1)/N=N/C1=CC=C(C=C1)C1=CC=C(C=C1)C(=O)OC1=C(C=2C=CC3=CC=CC=C3C2C=C1)C1=C(C=CC2=CC=CC=C12)OC(=O)C1=CC=C(C=C1)C1=CC=C(C=C1)\N=N\C1=CC=C(C=C1)OCCCCCCC 1-(2-((4'-((E)-(4-(heptyloxy)phenyl)diazenyl)-[1,1'-biphenyl]-4-carbonyl)oxy)naphthalen-1-yl)phenanthren-2-yl 4'-((E)-(4-(heptyloxy)phenyl)diazenyl)-[1,1'-biphenyl]-4-carboxylate